ClC=1C=C(C=C(C1OC1=NC=C(C(=C1)SC)OC)Cl)N1N=C(C(NC1=O)=O)C#N 2-[3,5-dichloro-4-[(5-methoxy-4-methylsulfanyl-2-pyridinyl)oxy]phenyl]-3,5-dioxo-1,2,4-triazine-6-carbonitrile